BrC=1C=C2C(=NC1OC)N(C(=N2)C)C 6-bromo-5-methoxy-2,3-dimethyl-3H-imidazo[4,5-b]pyridine